N-(6-(4-((1S,3R,4R)-2-azabicyclo[2.2.1]heptan-3-yl)-1H-imidazol-1-yl)-5-fluoropyridin-3-yl)-2-(5-methyl-3-(trifluoromethyl)-1H-pyrazol-1-yl)acetamide [C@H]12N[C@H]([C@H](CC1)C2)C=2N=CN(C2)C2=C(C=C(C=N2)NC(CN2N=C(C=C2C)C(F)(F)F)=O)F